1',2'-dihydrospiro[cyclopentane-1,3'-indol] N1CC2(C3=CC=CC=C13)CCCC2